N-(6-Methoxy-2-(1-(2-(piperidin-4-yloxy)ethyl)piperidin-4-yl)-2H-indazol-5-yl)-6-(Trifluoromethyl)picolinamide COC=1C(=CC2=CN(N=C2C1)C1CCN(CC1)CCOC1CCNCC1)NC(C1=NC(=CC=C1)C(F)(F)F)=O